ClC=1C(=CC=C2N=CC(=NC12)C=1C=NN(C1)CCC1CCN(CC1)C(CC)=O)OC1=CC2=C(N=C(N2)C)C=C1 1-[4-[2-[4-[8-Chloro-7-[(2-methyl-3H-benzimidazol-5-yl)oxy]quinoxalin-2-yl]pyrazol-1-yl]ethyl]-1-piperidyl]propan-1-one